Tantalum nickel tellurium [Te].[Ni].[Ta]